OC1=CC=C(C=C1)N=NC(C1=CC=CC=C1)(C1=CC=CC=C1)C1=CC=CC=C1 4-hydroxyphenyl-azo-triphenylmethane